(R)-5-((((6-(2-chloro-3-(3-chloro-2-(3-(((2-hydroxyethyl)(methyl)amino)methyl)-1-methyl-1H-indazol-6-yl)pyridin-4-yl)phenyl)-2-methoxypyridin-3-yl)methyl)amino)methyl)pyrrolidin-2-one ClC1=C(C=CC=C1C1=C(C(=NC=C1)C1=CC=C2C(=NN(C2=C1)C)CN(C)CCO)Cl)C1=CC=C(C(=N1)OC)CNC[C@H]1CCC(N1)=O